(S)-2,6-Difluoro-3-(1-methyl-6-(2-phenylmorpholino)-1H-pyrazolo[3,4-d]pyrimidin-3-yl)-5-(trifluoromethyl)phenol FC1=C(C(=C(C=C1C1=NN(C2=NC(=NC=C21)N2C[C@@H](OCC2)C2=CC=CC=C2)C)C(F)(F)F)F)O